4-(4-methoxybenzyl)-6-(methylthio)-4H-isothiazolo[5',4':4,5]pyrrolo[2,3-d]pyrimidine COC1=CC=C(CN2C3=C(C4=C2N=C(N=C4)SC)SN=C3)C=C1